[C@@H]12N(CCN[C@@H]2CC1)C1=C(N(C=2N(C1=O)N=C(N2)Br)CC(=O)NC2=C(C=C(C=C2)C(F)(F)F)Cl)CC trans-2-(6-(2,5-diazabicyclo[4.2.0]octan-2-yl)-2-bromo-5-ethyl-7-oxo-[1,2,4]triazolo[1,5-a]pyrimidin-4(7H)-yl)-N-(2-chloro-4-(trifluoromethyl)phenyl)acetamide